FC1=C2C=NN3C(C2=CC=C1)=NN=N3 7-Fluorotetrazolo[5,1-a]phthalazine